(2,6-DIFLUORO-3-METHYLPHENYL)ACETALDEHYDE FC1=C(C(=CC=C1C)F)CC=O